(4'-Cyclopropyl-6'-methoxy-4-((4-(5-methyl-3-(trifluoromethyl)-1H-pyrazol-1-yl)benzyl)amino)-[2,5'-bipyrimidin]-5-yl)dimethylphosphine oxide C1(CC1)C1=NC=NC(=C1C1=NC=C(C(=N1)NCC1=CC=C(C=C1)N1N=C(C=C1C)C(F)(F)F)P(C)(C)=O)OC